3-methyl-3-(2-oxo-5-phenyl-5,6-dihydro-2H-1,4-oxazin-3-yl)butanoate CC(CC(=O)[O-])(C)C=1C(OCC(N1)C1=CC=CC=C1)=O